(R)-5-(tert-butyl)-N-(8-(4-((1-methyl-1H-pyrazol-3-yl)amino)-1,3,5-triazin-2-yl)-2-(2,2,2-trifluoroethyl)-2,3,4,5-tetrahydro-1H-benzo[c]azepin-5-yl)-1,2,4-oxadiazole-3-carboxamide C(C)(C)(C)C1=NC(=NO1)C(=O)N[C@H]1C2=C(CN(CC1)CC(F)(F)F)C=C(C=C2)C2=NC=NC(=N2)NC2=NN(C=C2)C